3-(3-aminopiperidine-1-carbonyl)-1-(4-(tert-butyl-2-fluorophenyl)-1H-pyrazole-5-yl)-2-fluorobenzonitrile NC1CN(CCC1)C(=O)C=1C(C(C#N)(C=CC1)C1=C(C=NN1)C1=C(C(=CC=C1)C(C)(C)C)F)F